C(C)(C)(C)OC(N[C@H](C(=O)N1[C@@H](C[C@H](C1)O)C(NCC1=CC=C(C=C1)C1=C(N=CS1)C)=O)C(C)(C)C)=O ((S)-1-((2S,4R)-4-hydroxy-2-(4-(4-methylthiazol-5-yl)benzylcarbamoyl)pyrrolidin-1-yl)-3,3-dimethyl-1-oxobutan-2-yl)carbamic acid tert-butyl ester